N1=NC=CC2=C1N(CC=N2)C(=O)[O-].CC2=C(C=CC(=C2)C)[B-](C2=C(C=C(C=C2)C)C)(C2=C(C=C(C=C2)C)C)C2=C(C=C(C=C2)C)C.C2(=CC=CC=C2)[C+](C2=CC=CC=C2)C2=CC=CC=C2.C2(=CC=CC=C2)[C+](C2=CC=CC=C2)C2=CC=CC=C2 triphenylcarbenium tetrakis(2,4-dimethylphenyl)borate pyrazino[2,3-c]pyridazine-8-carboxylate